6-oxohexanoate O=CCCCCC(=O)[O-]